C(C)[C@]1(C(OCC=2C(N3CC=4C(=NC=5C=C(C(=C6C5C4[C@](CC6)(C)CO)C)F)C3=CC21)=O)=O)O (1R,9S)-9-ethyl-5-fluoro-9-hydroxy-1-(hydroxymethyl)-1,4-dimethyl-2,3,12,15-tetrahydrobenzo[de]pyrano[3',4':6,7]indolizino[1,2-b]quinoline-10,13(1H,9H)-dione